9'-(4-(4-(4-(2,6-diphenylpyrimidin-4-yl)phenyl)-3-phenylpyridin-2-yl)phenyl)-9'H-9,3':6',9''-tercarbazole C1(=CC=CC=C1)C1=NC(=CC(=N1)C1=CC=C(C=C1)C1=C(C(=NC=C1)C1=CC=C(C=C1)N1C2=CC=C(C=C2C=2C=C(C=CC12)N1C2=CC=CC=C2C=2C=CC=CC12)N1C2=CC=CC=C2C=2C=CC=CC12)C1=CC=CC=C1)C1=CC=CC=C1